2-(3,5-Dichloro-4-((1-(hydroxymethyl)-4,4-dimethyl-1,3,4,9-tetrahydro-pyrano[3,4-b]indol-6-yl)oxy)phenyl)-3,5-dioxo-2,3,4,5-tetrahydro-1,2,4-triazine-6-carbonitrile ClC=1C=C(C=C(C1OC=1C=C2C3=C(NC2=CC1)C(OCC3(C)C)CO)Cl)N3N=C(C(NC3=O)=O)C#N